(2-(trifluoromethoxy)-5-vinylphenyl)methanol FC(OC1=C(C=C(C=C1)C=C)CO)(F)F